5-fluoro-1-((4aR,6R,7aS)-2-(2-cyclopentylethoxy)-2-oxotetrahydro-4H-furo[3,2-d][1,3,2]dioxaphosphorin-6-yl)pyrimidine-2,4(1H,3H)-dione FC=1C(NC(N(C1)[C@H]1C[C@@H]2OP(OC[C@H]2O1)(=O)OCCC1CCCC1)=O)=O